C(CCC)C1=CC=C(C=C1)C#CC1=CC=2C(=NSN2)C=C1 5-[2-(4-butylphenyl)ethynyl]-2,1,3-benzothiadiazole